BrC=1C=CC(=C(C1)O)C(C)O 5-bromo-2-(1-hydroxyethyl)phenol